FC(C)(F)C1=NC(=CC(=C1)N1N=C(C=2C=NC(=CC21)NC(C)=O)N2C[C@@H](CC2)OCC)C (R)-N-(1-(2-(1,1-difluoroethyl)-6-methylpyridin-4-yl)-3-(3-ethoxypyrrolidin-1-yl)-1H-pyrazolo[4,3-c]pyridin-6-yl)acetamide